CN(S(=O)(=O)C1=CC=C(S1)S(=O)(=O)Cl)C 5-(dimethylsulfamoyl)thiophene-2-sulfonyl chloride